1-chloro-5-(1-chloroethyl)-4-ethoxy-2-methylbenzene ClC1=C(C=C(C(=C1)C(C)Cl)OCC)C